O=S1(CCC(CC1)NC1=CC=CC=2N1N=C(C2SC(F)(F)F)C#CCNC2=C(C=C(C(=O)NC)C=C2)OC)=O 4-[(3-{7-[(1,1-dioxo-1λ6-thian-4-yl)amino]-3-[(trifluoromethyl)sulfanyl]pyrazolo[1,5-a]pyridin-2-yl}prop-2-yn-1-yl)amino]-3-methoxy-N-methylbenzamide